C1(=CC=CC=C1)C(CCN1N=CN=C1)N 1-phenyl-3-(1H-1,2,4-triazol-1-yl)propan-1-amine